FC1=CC=C(OC[C@@H]2[C@H](CCC2)NC(=O)C2=NC(=CC=C2C2=NC=CC=N2)C)C=C1 N-[(1S,2S)-2-[(4-fluorophenoxy)methyl]cyclopentyl]-6-methyl-3-pyrimidin-2-yl-pyridine-2-carboxamide